N-(4-(((5-hydroxy-2,2-dimethyl-2H-chromen-6-yl)methylene)amino)phenyl)pyridine-3-sulfonamide OC1=C2C=CC(OC2=CC=C1C=NC1=CC=C(C=C1)NS(=O)(=O)C=1C=NC=CC1)(C)C